C(C)C(C(=O)[O-])CCCC.C(C)C(C(=O)[O-])CCCC.[Sn+2] tin (II) bis(ethylhexanoate)